N-(4-((2-(1,1-difluoroethyl)-6-methylpyrimidin-4-yl)amino)-5-(5-formyl-1-methyl-1H-pyrazol-3-yl)pyridin-2-yl)acetamide FC(C)(F)C1=NC(=CC(=N1)NC1=CC(=NC=C1C1=NN(C(=C1)C=O)C)NC(C)=O)C